ClC1=NC(=CC(=C1)OC1=CC=C(C=C1)C1=C(NC=2CCCCC2C1=O)C)Cl 3-{4-[(2,6-dichloropyridin-4-yl)oxy]phenyl}-2-methyl-5,6,7,8-tetrahydro-1H-quinolin-4-one